[O].ON(C1=CC=CC=C1)O dihydroxyaniline oxygen